ClC=1C=CC=C2C[C@](C12)(C(=O)N1C[C@H]2OC3=C([C@@H]1C2)C=NC=C3C#N)C |o1:7| (2S,5S)-4-(5-chloro-7(R or S)-methylbicyclo[4.2.0]octa-1,3,5-triene-7-carbonyl)-2,3,4,5-tetrahydro-2,5-methanopyrido[3,4-f][1,4]oxazepine-9-carbonitrile